4-chloro-1-[4-(1,1-difluoroethyl)phenyl]sulfonyl-3-(3-fluoro-1-bicyclo[1.1.1]pentanyl)indazole ClC1=C2C(=NN(C2=CC=C1)S(=O)(=O)C1=CC=C(C=C1)C(C)(F)F)C12CC(C1)(C2)F